2-(5-bromo-7-fluoro-indazol-2-yl)ethoxy-tert-butyl-dimethyl-silane BrC1=CC2=CN(N=C2C(=C1)F)CCO[Si](C)(C)C(C)(C)C